Racemic-3-(3-chloro-4-fluorophenyl)-1-(8,9-difluoro-3-methyl-6-oxo-1,2,3,4,5,6-hexahydrobenzo[c][1,7]naphthyridin-1-yl)-1-methylurea ClC=1C=C(C=CC1F)NC(N(C)[C@@H]1C=2C3=C(C(NC2CN(C1)C)=O)C=C(C(=C3)F)F)=O |r|